Dihydroxybutyl-tin chloride OC(CCC[Sn](Cl)(Cl)Cl)O